[Cl-].C(CCCCCCCCCCCCC)[N+](C)(C)CC myristyl-ethyl-dimethyl-ammonium chloride